(S)-3-amino-7-((2-chloropyrimidin-5-yl)methoxy)-5-methyl-2,3-dihydrobenzo[b][1,4]oxazepin-4(5H)-one hydrochloride Cl.N[C@@H]1C(N(C2=C(OC1)C=CC(=C2)OCC=2C=NC(=NC2)Cl)C)=O